N[C@@H]1CN(CC1)C(=O)C1=CC=C(C(=C1)C1=CC(=C(C=C1)C#N)F)C1=C(C=C(C=C1)CC(C)(C)O)F (S)-5'-(3-aminopyrrolidine-1-carbonyl)-2'',3-difluoro-4''-(2-hydroxy-2-methylpropyl)-[1,1':2',1''-terphenyl]-4-carbonitrile